ammonium oxalate iron salt [Fe+].C(C(=O)[O-])(=O)[O-].[NH4+]